6-mercaptohexyltriethoxysilane SCCCCCC[Si](OCC)(OCC)OCC